C(C)(=O)N1CC(C1)N1CCC(CC1)C=1C=C2C(=C(NC2=CC1)C=1C(=C(C(N(C1)C)=O)Cl)C)C(C)C 5-(5-(1-(1-acetylazetidin-3-yl)piperidin-4-yl)-3-isopropyl-1H-indol-2-yl)-3-chloro-1,4-dimethylpyridin-2(1H)-one